ClS(=O)(=O)C=1C=CC2=C(C(=C(O2)C(=O)OCC)C)C1 ethyl 5-(chlorosulfonyl)-3-methylbenzofuran-2-carboxylate